N-(3,5-dichloro-4-((1-methyl-1H-benzo[d]imidazol-6-yl)oxy)phenyl)-5-oxo-4,5-dihydro-1,2,4-oxadiazole-3-carboxamide ClC=1C=C(C=C(C1OC=1C=CC2=C(N(C=N2)C)C1)Cl)NC(=O)C1=NOC(N1)=O